N1=CC=CC(=C1)[C@@H]1N(C)CCC1 |r| racemic-trans-nicotine